CC1=C(C(NC(=C1)C)=O)CNC(=O)C=1C=2C=CC(NC2C=C(C1)C1=NC2=CC=CC=C2C=C1)=O N-((4,6-dimethyl-2-oxo-1,2-dihydropyridin-3-yl)methyl)-7-(quinolinyl)-2-oxo-1,2-dihydroquinoline-5-carboxamide